3-iodo-8-methyl-6-[[(1S,4S)-2-oxa-5-azabicyclo[2.2.1]hept-5-yl]methyl]-4H-chromen-4-one IC1=COC2=C(C=C(C=C2C1=O)CN1[C@@H]2CO[C@H](C1)C2)C